BrC=1C=C(C=C(C1)Cl)C1(CC1)NC(C1=C(C=CC(=C1)O)C)=O N-(1-(3-bromo-5-chlorophenyl)cyclopropyl)-5-hydroxy-2-methylbenzamide